N1N=CCC1 2-pyrazoline